(S)-8-(2-amino-6-((R)-1-(4'-carbamoyl-3-(3-methyl-1H-pyrazol-1-yl)-[1,1'-biphenyl]-4-yl)-2,2,2-trifluoroethoxy)pyrimidin-4-yl)-2,8-diazaspiro[4.5]decane-3-carboxylic acid NC1=NC(=CC(=N1)N1CCC2(C[C@H](NC2)C(=O)O)CC1)O[C@@H](C(F)(F)F)C1=C(C=C(C=C1)C1=CC=C(C=C1)C(N)=O)N1N=C(C=C1)C